dimethoxybenzene-1-sulfonamide COC=1C(=C(C=CC1)S(=O)(=O)N)OC